NC1=C(C=C(N=N1)C1=C(C=CC=C1)O)N1CC2CCC(C1)N2C2=CC(=NC=C2)C=CCN2CCCCCC2 2-[6-amino-5-[8-[2-[3-(azepan-1-yl)prop-1-enyl]-4-pyridinyl]-3,8-diazabicyclo[3.2.1]oct-3-yl]pyridazin-3-yl]phenol